C(C)OC(C(C)(C)C1=CC=C(C=C1)[C@@H]1N(C(OC1)(C)C)C(=O)OC(C)(C)C)=O tert-butyl (4S)-4-[4-(2-ethoxy-1,1-dimethyl-2-oxo-ethyl)phenyl]-2,2-dimethyl-oxazolidine-3-carboxylate